6'-{[tri(propan-2-yl)silyl]sulfanyl}-2',3'-dihydrospiro[cyclohexane-1,1'-indene]-4-carboxylate CC(C)[Si](C(C)C)(C(C)C)SC1=CC=C2CCC3(C2=C1)CCC(CC3)C(=O)[O-]